FC1=CC=C2C(=C(/C(/C2=C1)=C/C1=CC(=CC=C1)COC1=CC=CC=C1)C)CC(=O)O (Z)-2-(6-fluoro-2-methyl-1-(3-(phenoxymethyl)benzylidene)-1H-inden-3-yl)-acetic acid